4-cyclopropyl-6-(3-(imidazo[1,2-a]pyridin-3-yl)piperidin-1-yl)pyrimidin-2-amine C1(CC1)C1=NC(=NC(=C1)N1CC(CCC1)C1=CN=C2N1C=CC=C2)N